tert-butyl (2S)-2-aminocaproate N[C@H](C(=O)OC(C)(C)C)CCCC